5-chloro-1,3,4-thiadiazol-2-amine ClC1=NN=C(S1)N